4,5-dipropyl-[1,4,5]-oxadiazepine C(CC)N1C=COC=CN1CCC